(3-(2-chloro-5-fluorophenyl)-7-hydroxy-1-oxo-2,3-dihydro-1H-pyrrolo[3,4-f]quinolin-4-yl)-3-fluoro-5-(trifluoromethyl)benzamide sodium [Na].ClC1=C(C=C(C=C1)F)C1NC(C2=C3C=CC(=NC3=CC(=C21)C2=C(C(=O)N)C=C(C=C2F)C(F)(F)F)O)=O